2,3,3-Trimethyloct-1-en-4-ol CC(=C)C(C(CCCC)O)(C)C